(3-(4,4,5,5-tetramethyl-1,3,2-dioxaborolan-2-yl)cyclopent-2-en-1-yl)methanol CC1(OB(OC1(C)C)C1=CC(CC1)CO)C